2-(5-Bromo-4-fluoro-2-methylphenyl)-N-[4-(4-chloro-1H-pyrazol-1-yl)-3-sulfamoylphenyl]acetamide BrC=1C(=CC(=C(C1)CC(=O)NC1=CC(=C(C=C1)N1N=CC(=C1)Cl)S(N)(=O)=O)C)F